1-(1-(1-methylcyclopropyl)-1H-tetrazol-5-yl)pyridin-2-amine CC1(CC1)N1N=NN=C1N1C(C=CC=C1)N